N-[(1R)-1-[(2S,4R)-4-hydroxy-2-[[(1S)-1-[4-(4-methylthiazol-5-yl)phenyl]ethyl]carbamoyl]-pyrrolidine-1-carbonyl]-2,2-dimethylpropyl]piperidine-4-carboxamide O[C@@H]1C[C@H](N(C1)C(=O)[C@@H](C(C)(C)C)NC(=O)C1CCNCC1)C(N[C@@H](C)C1=CC=C(C=C1)C1=C(N=CS1)C)=O